zirconium tetrapyruvate C(C(=O)C)(=O)[O-].C(C(=O)C)(=O)[O-].C(C(=O)C)(=O)[O-].C(C(=O)C)(=O)[O-].[Zr+4]